diethyleneglycol monomethacrylate C(C(=C)C)(=O)OCCOCCO